3-trifluoromethoxy-N-(2-methylquinolin-8-yl)benzamide FC(OC=1C=C(C(=O)NC=2C=CC=C3C=CC(=NC23)C)C=CC1)(F)F